2-(pyridazin-4-yl)-1,7-naphthyridin-4-amine N1=NC=C(C=C1)C1=NC2=CN=CC=C2C(=C1)N